tert-butyl (R)-3-(4-(3H-[1,2,3]triazolo[4,5-b]pyridin-3-yl)-N-(3-chloro-4-methylpyridin-2-yl)-2-fluorobenzamido)piperidine-1-carboxylate N1=NN(C2=NC=CC=C21)C2=CC(=C(C(=O)N(C1=NC=CC(=C1Cl)C)[C@H]1CN(CCC1)C(=O)OC(C)(C)C)C=C2)F